3-chloro-1-(4-methoxybenzyl)pyrazin ClC=1CN(C=CN1)CC1=CC=C(C=C1)OC